m-vinyl-benzenesulfonic acid C(=C)C=1C=C(C=CC1)S(=O)(=O)O